N-(4-bromo-5-fluoro-2-methoxyphenyl)-6-chloropyrazolo[1,5-a]pyridine-3-sulfonamide BrC1=CC(=C(C=C1F)NS(=O)(=O)C=1C=NN2C1C=CC(=C2)Cl)OC